imino(methyl)(2-nitrophenyl)-λ6-sulfanone N=S(=O)(C1=C(C=CC=C1)[N+](=O)[O-])C